N,1-dimethyl-1H-pyrazolo[4,3-c]quinoline-8-carboxamide 2,2,2-trifluoroacetate FC(C(=O)O)(F)F.CNC(=O)C1=CC=2C3=C(C=NC2C=C1)C=NN3C